trans-4-(2-(tert-butoxy)-2-oxoethyl)cyclohexanecarboxylic acid C(C)(C)(C)OC(C[C@@H]1CC[C@H](CC1)C(=O)O)=O